C(=O)C1=CC=C(C=C1)C1=CC=C(C=C1)CC1=CC=C(C=C1)N1N=C(C=C1C)C(=O)N 1-(4-((4'-formyl-[1,1'-biphenyl]-4-yl)methyl)phenyl)-5-methyl-1H-pyrazole-3-carboxamide